ClC1=C(C=C(OCC(=O)NC23CC(C2)(C3)NC(=O)[C@@H]3OC2=C(CC3)C=C(C=C2)F)C=C1)F (2R)-N-{3-[2-(4-chloro-3-fluorophenoxy)acetamido]bicyclo[1.1.1]pent-1-yl}-6-fluoro-3,4-dihydro-2H-1-benzopyran-2-carboxamide